methyl 5-(difluoromethyl)-6-hydroxy-3-nitro-pyridine-2-carboxylate FC(C=1C=C(C(=NC1O)C(=O)OC)[N+](=O)[O-])F